C(=O)(O)C(=C(C(=O)O)C(=O)O)Cl tricarboxyl-vinyl chloride